(+/-)-2,2'-bis(diphenylphosphino)-1,1'-binaphthalene C1=CC=C(C=C1)P(C2=CC=CC=C2)C3=C(C4=CC=CC=C4C=C3)C5=C(C=CC6=CC=CC=C65)P(C7=CC=CC=C7)C8=CC=CC=C8